C(C1CO1)OCCC[Si](OC)(OC)OC (3-Glycidyloxypropyl)trimethoxy-silan